n-octadecyl 3-(3',5'-di-t-butyl-4'-hydroxyphenyl)-propionate C(C)(C)(C)C=1C=C(C=C(C1O)C(C)(C)C)CCC(=O)OCCCCCCCCCCCCCCCCCC